(S)-1-benzyloxycarbonyl-3-aminopyrrolidine C(C1=CC=CC=C1)OC(=O)N1C[C@H](CC1)N